Cl.Cl.N[C@@H]1CN(C[C@@H](C1)C)C1=C(C=NC=C1)NC(=O)C=1C(=C(C(=CC1)F)C1=C(C=CC(=C1)S(NC1CC1)(=O)=O)F)F N-(4-((3S,5R)-3-amino-5-methylpiperidin-1-yl)pyridin-3-yl)-5'-(N-cyclopropylsulfamoyl)-2,2',6-trifluoro-[1,1'-biphenyl]-3-carboxamide dihydrochloride